BrC1=C(C=C(C=C1)C(=O)N1CC(S(CC1)(=O)=O)(C=1SC(=CN1)NC1=CC=CC=C1)F)Cl (4-bromo-3-chlorophenyl)(2-fluoro-1,1-dioxido-2-(5-(phenylamino)thiazol-2-yl)thiomorpholino)methanone